tert-butyl (3R,4S)-4-((6-(1-(1-ethoxyethyl)-1H-pyrazol-4-yl)-5-(piperidin-1-yl)-[1,2,4]triazolo[1,5-a]pyridin-2-yl) amino)-3-methylpiperidine-1-carboxylate C(C)OC(C)N1N=CC(=C1)C=1C=CC=2N(C1N1CCCCC1)N=C(N2)N[C@@H]2[C@@H](CN(CC2)C(=O)OC(C)(C)C)C